8-hydroxymethyl-tetracyclo[4.4.0.12,5.17,10]-dodeca-3-ene OCC1C2C3C4C=CC(C3C(C1)C2)C4